N-(3-(((1-(5-chloro-6-cyanopyridin-2-yl)-1H-tetrazol-5-yl)methyl)(cyclohexyl)amino)propyl)benzamide ClC=1C=CC(=NC1C#N)N1N=NN=C1CN(CCCNC(C1=CC=CC=C1)=O)C1CCCCC1